(2,4-dimethoxybenzyl)-2-(4-isopropyl-1H-pyrazol-1-yl)-5-nitrobenzenesulfonamide COC1=C(CC=2C(=C(C=C(C2)[N+](=O)[O-])S(=O)(=O)N)N2N=CC(=C2)C(C)C)C=CC(=C1)OC